C(C)(=O)OC=1C=C(C=C)C=C(C1I)OC(C)=O 3,5-diacetoxy-4-iodostyrene